8-azabicyclo[3.2.1]octane-8-carboxylic acid benzyl ester C(C1=CC=CC=C1)OC(=O)N1C2CCCC1CC2